tert-butyl 3-((((2,5-dioxopyrrolidin-1-yl) oxy) carbonyl) oxy)-3-methylazetidine-1-carboxylate O=C1N(C(CC1)=O)OC(=O)OC1(CN(C1)C(=O)OC(C)(C)C)C